4-(tert-Butoxycarbonylamino)benzoic acid C(C)(C)(C)OC(=O)NC1=CC=C(C(=O)O)C=C1